OP(O)OP(O)O.C(C)(C)(C)C1=C(C(=CC(=C1)C(C)(C)C)C(C)(C)C)C(O)(C(CO)(CO)CO)C1=C(C=C(C=C1C(C)(C)C)C(C)(C)C)C(C)(C)C bis-(2,4,6-tri-t-butyl-phenyl)pentaerythritol diphosphite